5-fluoro-2-[2-[[(E)-3-[4-(trifluoromethyl)phenyl]prop-2-enoyl]amino]acetyl]-3,4-dihydro-1H-isoquinoline FC1=C2CCN(CC2=CC=C1)C(CNC(\C=C\C1=CC=C(C=C1)C(F)(F)F)=O)=O